FC1=C(C=CC(=C1)F)C1=C2C(=NC(=C1)C(=O)N)O[C@@H]([C@@H](C2)C)CO (2S,3R)-5-(2,4-difluorophenyl)-2-(hydroxymethyl)-3-methyl-3,4-dihydro-2H-pyrano[2,3-b]Pyridine-7-carboxamide